N1(CCCC1)[C@H]1CCC2=C(CC1)C=C(C=C2)NC2=NC1=C(C=CC=C1C=N2)C2=CC(=CC=C2)S(=O)(=O)N2CCCC2 (S)-N-(7-(pyrrolidin-1-yl)-6,7,8,9-tetrahydro-5H-benzo[7]annulen-2-yl)-8-(3-(pyrrolidin-1-ylsulfonyl)phenyl)quinazolin-2-amine